C(C)[W](N=O)C1C=CC=C1 ethylcyclopentadienyl-nitrosotungsten